N1N=CC2=C(C=CC=C12)CN1N=CC2=C(C1=O)N(C1=C2SC(=N1)CC1=CC=C(C#N)C=C1)C 4-((6-((1H-Indazol-4-yl)methyl)-4-methyl-5-oxo-5,6-dihydro-4H-thiazolo[5',4':4,5]pyrrolo[2,3-d]pyridazin-2-yl)methyl)benzonitrile